N-(1-benzylcyclopropyl)-6-methyl-1H-pyrrolo[2,3-b]pyridine-5-carboxamide C(C1=CC=CC=C1)C1(CC1)NC(=O)C=1C=C2C(=NC1C)NC=C2